O[C@H]1CCN(CCC1)C1=C(C=C(C=C1)C(F)(F)F)NC(=O)C=1OC(=CC1)C1CCOCC1 (R)-N-(2-(4-hydroxyazepan-1-yl)-5-(trifluoromethyl)-phenyl)-5-(tetrahydro-2H-pyran-4-yl)furan-2-carboxamide